CC=1N=C2N(N=C(C=C2)S(=O)(=O)Cl)C1 2-methylimidazo[1,2-b]pyridazine-6-sulfonyl chloride